4-[(2-Carbamoyl-3-methyl-6-pyridin-4-yl-imidazo[1,2-a]pyrazin-8-ylamino)-methyl]-piperidine-1-carboxylic acid tert-butyl ester C(C)(C)(C)OC(=O)N1CCC(CC1)CNC=1C=2N(C=C(N1)C1=CC=NC=C1)C(=C(N2)C(N)=O)C